FC1=C2C=CN(C2=CC(=C1N1CNCC=C1)F)C1CCN(CC1)CC1(CCNCC1)F 1-(4,6-Difluoro-1-(1-((4-fluoropiperidin-4-yl)methyl)piperidin-4-yl)-1H-indol-5-yl)dihydropyrimidine